C1(CC1)C1=C(C(=NO1)C1=C(C=CC=C1Cl)Cl)CO[C@H]1[C@@H]2C(N([C@H](C1)C2)C2=CC=C(C(=O)NS(=O)(=O)C1CC(OCC1)(C)C)C=C2)=O 4-[(1S,4R,5R)-5-[[5-cyclopropyl-3-(2,6-dichlorophenyl)-1,2-oxazol-4-yl]methoxy]-3-oxo-2-azabicyclo[2.2.1]heptan-2-yl]-N-(2,2-dimethyloxane-4-sulfonyl)benzamide